C(C)(C)(C)OC(=O)NCC(=O)N(CC(=O)O)C N-((tert-butoxycarbonyl)glycyl)-N-methylglycine